4-(phenylmethylene)aniline C1(=CC=CC=C1)C=C1CC=C(N)C=C1